FC=1C=CC2=C(NC(=NS2(=O)=O)NCC2=NC=CC=N2)C1C(C)C1=C(C=CC=C1)F 6-fluoro-5-(1-(2-fluorophenyl)ethyl)-3-((pyrimidin-2-ylmethyl)amino)-4H-benzo[e][1,2,4]thiadiazine 1,1-dioxide